2-{3-[(3S)-3-ethylpiperazin-1-yl]-1,2,4-triazin-6-yl}-5-{6-[(2H3)methyloxy]pyrimidin-4-yl}phenol dihydrochloride Cl.Cl.C(C)[C@H]1CN(CCN1)C=1N=NC(=CN1)C1=C(C=C(C=C1)C1=NC=NC(=C1)OC([2H])([2H])[2H])O